C(C)(C)(C)C1=NN(C(=C1)NC(OC1=CC=CC=C1)=O)C=1C=C2C=CC=NC2=CC1 phenyl (3-(tert-butyl)-1-(quinolin-6-yl)-1H-pyrazol-5-yl)carbamate